CC1(COC1)CN1CCC(CC1)C(=O)NC=1N=CC2=CC=C(C=C2C1)C1=CN=CO1 1-((3-methyloxetan-3-yl)methyl)-N-(6-(oxazol-5-yl)isoquinolin-3-yl)piperidine-4-carboxamide